7-chloro-4-[1-(oxan-2-yl)pyrazol-4-yl]1,3-benzothiazole ClC1=CC=C(C=2N=CSC21)C=2C=NN(C2)C2OCCCC2